BrCC1=C(C=CC(=C1CBr)F)F 2,3-bis(bromomethyl)-1,4-difluorobenzene